(trans)-3-acetoxy-5,7-bis(methoxymethoxy)-2-(3,4,5-tris(methoxymethoxy)phenyl)chroman-4-one C(C)(=O)O[C@H]1[C@@H](OC2=CC(=CC(=C2C1=O)OCOC)OCOC)C1=CC(=C(C(=C1)OCOC)OCOC)OCOC